(2-(ethyl-(4-methoxybenzyl)amino)-4-isopropyl-7-oxothieno[2,3-d]pyridazin-6(7H)-yl)acetic acid ethyl ester C(C)OC(CN1N=C(C2=C(C1=O)SC(=C2)N(CC2=CC=C(C=C2)OC)CC)C(C)C)=O